CC1(CN(C1)CC(=O)NC=1C=C(C(=NC1)C)NC(=O)C=1C=NN2C1C=NC(=C2)C=2C=NN(C2)C)C N-(5-(2-(3,3-dimethylazetidin-1-yl)acetamido)-2-methylpyridin-3-yl)-6-(1-methyl-1H-pyrazol-4-yl)pyrazolo[1,5-a]pyrazine-3-carboxamide